4-(methoxycarbonyl)-(4-phenyl)cyclopentane COC(=O)C1(CCCC1)C1=CC=CC=C1